ClCCOCCOCCOCC(=O)NC=1C=C2C(N(C(C2=CC1)=O)C1C(NC(CC1)=O)=O)=O 2-(2-(2-(2-chloroethoxy)ethoxy)ethoxy)-N-(2-(2,6-dioxopiperidin-3-yl)-1,3-dioxoisoindolin-5-yl)acetamide